CC(C)OC1=CC=C(C=N1)S(=O)(=O)Cl 6-(Propan-2-yloxy)pyridine-3-sulfonyl chloride